CCC[C@@H](C)[C@H]1CC[C@H]2[C@@H]3CC[C@H]4CCCC[C@]4(C)[C@H]3CC[C@]12C 5alpha-Cholane